N1(N=NC=C1)C1=NC2=CC=CC=C2C(=C1)C(C)NC(C1=C(C=CC(=C1)[N+](=O)[O-])C)=O N-(1-(2-(1H-1,2,3-triazol-1-yl)quinolin-4-yl)ethyl)-2-methyl-5-nitrobenzamide